Cl.N1C=CC(C2=CC=CN=C12)=O 1,4-dihydro-1,8-naphthyridin-4-one hydrochloride